N-{4-[5-Cyclopropyl-3-(4-fluorophenyl)-4-oxo-4,5-dihydro-1H-pyrrolo[3,2-c]pyridin-2-yl]pyridin-2-yl}-4,4-difluoro-2-(4-fluorophenyl)butanamid C1(CC1)N1C(C2=C(C=C1)NC(=C2C2=CC=C(C=C2)F)C2=CC(=NC=C2)NC(C(CC(F)F)C2=CC=C(C=C2)F)=O)=O